ClC1=C(C=CC=C1)[C@H]1CC[C@H](N1C(=O)C1CCN(CC1)C1=C(C=CC=C1)[N+](=O)[O-])C(=O)O (2S,5R)-5-(2-chlorophenyl)-1-(1-(2-nitrophenyl)piperidine-4-carbonyl)pyrrolidine-2-carboxylic acid